C(=S)=C1NC(C=2NC=NC2N1CC1=C(C=CC=C1)[C@H]1NCC[C@@H](C1)C(F)(F)F)=O |o1:18,22| rel-2-thiocarbonyl-3-(2-((2s,4s)-4-(trifluoromethyl)piperidin-2-yl)benzyl)-1,2,3,7-tetrahydro-6H-purin-6-one